FC(OC1=NC=CC(=C1)CNC(=O)NC1CC(C1)F)F 1-[[2-(difluoromethoxy)pyridin-4-yl]methyl]-3-((1r,3r)-3-fluorocyclobutyl)urea